C(C1=CC=CC=C1)[Zr]CC1=CC=CC=C1 dibenzylzirconium